FC(C(=O)O)(F)F.OCC(CO)(CO)CO pentaerythritol trifluoroacetate